FC1=C(C=CC=C1)C1=CC(=CN1S(=O)(=O)C=1C=NC=CC1)C=O 5-(2-fluorophenyl)-1-(3-pyridylsulfonyl)-1H-pyrrole-3-formaldehyde